N-(2-((5-cyano-4-((2-isopropoxyphenyl)amino)pyrimidin-2-yl)amino)-5-(4-ethylpiperazin-1-yl)-4-fluorophenyl)acrylamide C(#N)C=1C(=NC(=NC1)NC1=C(C=C(C(=C1)F)N1CCN(CC1)CC)NC(C=C)=O)NC1=C(C=CC=C1)OC(C)C